CC1=C(C2=C(C(N(C=C2C#CC=2N(C=NC2)C)C)=O)N1)C(=O)OCC ethyl 2,6-dimethyl-4-[2-(3-methylimidazol-4-yl)ethynyl]-7-oxo-1H-pyrrolo[2,3-c]pyridine-3-carboxylate